BrC=1C=C2CCN(C(C2=CC1)=O)CCCCC 6-bromo-2-pentyl-3,4-dihydroisoquinolin-1(2H)-one